[N+](=O)([O-])C1=C(C(=CC=C1)C)C mononitroo-xylene